C(#N)C1=CC(=C(C=C1)N1CCN(CC1)C1C=2C=CC(=CC2CCC1)C(=O)OC)F Methyl 5-(4-(4-cyano-2-fluorophenyl)piperazin-1-yl)-5,6,7,8-tetrahydronaphthalene-2-carboxylate